CC1=NC(=CN=C1N1CCC2([C@@H]([C@@H](OC2)C)N)CC1)Br Methyl-3-[(3S,4S)-4-amino-3-methyl-2-oxa-8-azaspiro[4.5]decan-8-yl]-6-bromo-pyrazine